CC(=O)NC1=C(C=C(C=C1)F)F 2,4-difluoroacetanilide